N=1NN=NC1[C@H](NC(=O)NC1CC2(C1)CCC2)C2=CC(=CC=C2)C(F)(F)F |r| (±)-1-((2H-tetrazol-5-yl)(3-(trifluoromethyl)phenyl)methyl)-3-(spiro[3.3]heptan-2-yl)urea